N1CC2(CC1)OCC1=CC=CC=C12 3H-spiro[isobenzofuran-1,3'-pyrrolidine]